γ-glycidoxypropyltriethoxyethoxysilane C(C1CO1)OCCC[SiH2]OCC(OCC)(OCC)OCC